C(C)N(C)CCC1=CNC2=C1C=NC=C2 3-(N-ethyl-N-methylaminoethyl)-pyrrolo[3,2-c]pyridine